ClC1=C(C(=C(C=C1OC)OC)Cl)C1=CC2=C(N=C(N=C2)SC)C(=N1)N1CC(C1)(C)C 6-(2,6-dichloro-3,5-dimethoxyphenyl)-8-(3,3-dimethylazetidin-1-yl)-2-(methylthio)pyrido[3,4-d]pyrimidine